ClC=1C=C2C(=C3C4(NC(NC13)=O)CCCCC4)OC(=C2)C(=O)NCCC2=CC(=CC=C2)OC 5'-chloro-N-[2-(3-methoxyphenyl)ethyl]-7'-oxo-7',8'-dihydro-6'H-spiro[cyclohexane-1,9'-furo[2,3-f]quinazoline]-2'-carboxamide